N-((S)-1-(2,4-difluorophenyl)ethyl)-2-((S)-4-methyl-2-oxo-1,4-dihydropyrido[3,2-d]pyrimidin-3(2H)-yl)acetamide FC1=C(C=CC(=C1)F)[C@H](C)NC(CN1C(NC2=C([C@@H]1C)N=CC=C2)=O)=O